NC1=C(C(=NC=N1)C=1C(=C(C=C(C1)F)NC(C1=C(C=C(C=C1)C1CC1)F)=O)C)OC[C@H](C)N(C)CC#CC (S)-N-(3-(6-amino-5-(2-(N-methylbut-2-ynylamino)propoxy)pyrimidin-4-yl)-5-fluoro-2-methylphenyl)-4-cyclopropyl-2-fluorobenzamide